(S)-4-(3-(2-methyl-5-((5-(trifluoromethyl)pyridin-3-yl)carbamoyl)phenyl)pyrrolidin-1-yl)pyrimidine-2-carboxamide CC1=C(C=C(C=C1)C(NC=1C=NC=C(C1)C(F)(F)F)=O)[C@H]1CN(CC1)C1=NC(=NC=C1)C(=O)N